O1P(OC2=C(C=C(C(=C2)C)C(CCCCCCCCCCCCCCCC)C2=CC(=C1C=C2C)C(C)(C)C)C(C)(C)C)OP([O-])[O-] (tridecyl)-4,4'-butylidene-bis(2-tert-butyl-5-methylphenyl) diphosphite